1-((3s,4r)-4-(3,4-difluorophenyl)-1-(2-methoxyethyl)pyrrolidin-3-yl)-3-(5-methyl-6-oxo-2-phenyl-2,4,5,6-tetrahydropyrrolo[3,4-c]pyrazol-3-yl)urea FC=1C=C(C=CC1F)[C@H]1[C@@H](CN(C1)CCOC)NC(=O)NC1=C2C(=NN1C1=CC=CC=C1)C(N(C2)C)=O